4-(3-(difluoromethyl)bicyclo[1.1.1]pentan-1-ylamino)-2-(4-((2-(dimethylamino)ethyl)(methyl)amino)-2-methoxy-5-nitrophenylamino)pyrimidine-5-carbonitrile FC(C12CC(C1)(C2)NC2=NC(=NC=C2C#N)NC2=C(C=C(C(=C2)[N+](=O)[O-])N(C)CCN(C)C)OC)F